N1C[C@H](OCC1)CC(=O)O (R)-2-MORPHOLINEACETIC ACID